COC=1C=C(C=CC1)[C@H](C)N[S@](=O)C(C)(C)C (R)-N-((S)-1-(m-methoxyphenyl)-ethyl)-2-methylpropane-2-sulfinamide